2-(3-((6-((4-(tert-butyl)benzyl)carbamoyl)-1-(cyclobutylmethyl)-2-methyl-1H-indol-3-yl)methyl)phenoxy)-2-methylpropanoic acid C(C)(C)(C)C1=CC=C(CNC(=O)C2=CC=C3C(=C(N(C3=C2)CC2CCC2)C)CC=2C=C(OC(C(=O)O)(C)C)C=CC2)C=C1